C(C)(C)(C)OC(=O)N1CC(N(CC1)C1=CC2=C(N=C(N=C2)SC)N(C1=O)C)=O 4-(8-methyl-2-methylsulfanyl-7-oxo-pyrido[2,3-d]pyrimidin-6-yl)-3-oxo-piperazine-1-carboxylic acid tert-butyl ester